CC1(C=2C=CC(=CC2C(CC1)(C)C)/C(=C/C1=CC=C(C(=O)O)C=C1)/C)C 4-[(1E)-2-(5,6,7,8-tetrahydro-5,5,8,8-tetramethyl-2-naphthalenyl)-1-propen-1-yl]-benzoic acid